O=C1NC(CCC1N1C(C2=CC=C(C=C2C1)C1=NC=CC(=C1)CN(C)CC1=CC=C(C=C1)S(=O)(=O)N(C)C)=O)=O 4-{[({2-[2-(2,6-Dioxopiperidin-3-yl)-1-oxo-2,3-dihydro-1H-isoindol-5-yl]pyridin-4-yl}methyl)(methyl)amino]methyl}-N,N-dimethylbenzene-1-sulfonamide